C(C)(C)(C)C1=C(C=CC(=C1)C(=O)O)C1=CC(=C(C=C1)OCCO)C1=CC=C(C=C1)N1CCCC1 (tert-butyl)-4'-(2-hydroxyethoxy)-4''-(pyrrolidin-1-yl)-[1,1':3',1''-terphenyl]-4-carboxylic acid